bis[2-(N,N-Dipropylamino)ethyl]amin C(CC)N(CCC)CCNCCN(CCC)CCC